7-chloro-6-(2,6-difluorophenyl)-4-methyl-8-(trifluoromethyl)-4H-imidazo[1,2-a][1,4]benzodiazepine ClC1=C(C=CC2=C1C(=NC(C=1N2C=CN1)C)C1=C(C=CC=C1F)F)C(F)(F)F